benzyl Methyl Fumarate C(\C=C\C(=O)OC)(=O)OCC1=CC=CC=C1